COC1=C(C(=O)OC)C(=CN=C1)OC methyl 3,5-dimethoxyisonicotinate